4-Methylphenol CC1=CC=C(C=C1)O